(2s,6s)-tert-butyl 4-(1-((3-(5-fluoro-2-((2-fluoro-3-(methylsulfonyl) phenyl) amino) pyrimidin-4-yl)-1H-indol-7-yl) amino)-1-oxopropan-2-yl)-2,6-dimethylpiperazine-1-carboxylate FC=1C(=NC(=NC1)NC1=C(C(=CC=C1)S(=O)(=O)C)F)C1=CNC2=C(C=CC=C12)NC(C(C)N1C[C@@H](N([C@H](C1)C)C(=O)OC(C)(C)C)C)=O